1,4-dimethylpiperazine CN1CCN(CC1)C